COC1=C(C(=CC=C1)C1=CC=CC=C1)C(=O)O methoxy-[1,1'-biphenyl]-2-carboxylic acid